C(C)OC(\C(=C/OCC)\C#N)=O.CC1C(C(CC=C1)(C)C)C(\C=C\C)=O (E)-1-(2,6,6-trimethylcyclohex-3-en-1-yl)but-2-en-1-one ethyl-(Z)-2-cyano-3-ethoxy-prop-2-enoate